FC1=CC=C2C(=CC=NC2=C1)COC1=CC=CC(=N1)C1CCN(CC1)C(=O)[O-] 4-(6-((7-Fluoroquinolin-4-yl)methoxy)pyridin-2-yl)piperidine-1-carboxylate